2-Methyl-N-(1-(naphthalen-1-yl)cyclopropyl)-5-(2-(piperidin-1-yl)ethoxy)benzamide CC1=C(C(=O)NC2(CC2)C2=CC=CC3=CC=CC=C23)C=C(C=C1)OCCN1CCCCC1